COC1=CC=C(C=C1)C(=O)Cl p-anisoyl chloride